(3S)-3-(3-((3-(1H-Pyrazol-1-yl)piperidin-1-yl)methyl)-4-methylphenyl)-3-(1,4-dimethyl-1H-benzo[d][1,2,3]triazol-5-yl)propanoic acid N1(N=CC=C1)C1CN(CCC1)CC=1C=C(C=CC1C)[C@H](CC(=O)O)C1=C(C2=C(N(N=N2)C)C=C1)C